2-cyclopropoxy-8-(4-(difluoromethoxy)phenyl)-6-(2-methyl-2H-indazol-5-yl)pteridine C1(CC1)OC1=NC=2N(CC(=NC2C=N1)C1=CC2=CN(N=C2C=C1)C)C1=CC=C(C=C1)OC(F)F